(R)-1-(6-(difluoromethyl)pyridin-3-yl)-3-(isoquinolin-4-yl)-2-oxoimidazolidine-4-carbonitrile FC(C1=CC=C(C=N1)N1C(N([C@H](C1)C#N)C1=CN=CC2=CC=CC=C12)=O)F